4-(5,7-difluoro-1-(pyridazin-3-ylmethyl)-benzimidazol-2-yl)-1,2,5-oxadiazol-3-amine FC1=CC2=C(N(C(=N2)C=2C(=NON2)N)CC=2N=NC=CC2)C(=C1)F